2-{3-[2,6-bis(benzyloxy)pyridin-3-yl]Indazol-1-yl}acetic acid tert-butyl ester C(C)(C)(C)OC(CN1N=C(C2=CC=CC=C12)C=1C(=NC(=CC1)OCC1=CC=CC=C1)OCC1=CC=CC=C1)=O